CC1(CCOCC1)C(=O)NC(C(=O)O)CCN(CCCCC1=NC=2NCCCC2C=C1)CCOC1=CC=CC=C1 2-[(4-methyltetrahydropyran-4-carbonyl)amino]-4-[2-phenoxyethyl-[4-(5,6,7,8-tetrahydro-1,8-naphthyridin-2-yl)butyl]amino]butanoic acid